N4-(1H-indazol-6-yl)-5-methyl-N2-(4-(piperazin-1-yl)phenyl)pyrimidine-2,4-diamine N1N=CC2=CC=C(C=C12)NC1=NC(=NC=C1C)NC1=CC=C(C=C1)N1CCNCC1